tert-butyl (4R)-4-((2-(4-methoxybenzyl)-1,1-dioxidoisothiazolidin-5-yl)((methylsulfonyl)oxy)methyl)-2,2-dimethyloxazolidine-3-carboxylate COC1=CC=C(CN2S(C(CC2)C([C@@H]2N(C(OC2)(C)C)C(=O)OC(C)(C)C)OS(=O)(=O)C)(=O)=O)C=C1